C\C(=C(/C(=O)O)\CCN1C(COCC1)=O)\C(=O)O.ClC1=C(C2=C(N=N1)N(CCC2)[C@H]2[C@@H](CCCC2)O)C (1r,2r)-2-(3-chloro-4-methyl-6,7-dihydropyrido[2,3-C]pyridazin-8(5H)-yl)cyclohexane-1-ol Methyl-(2-(3-oxomorpholino)ethyl)fumarate